(1R,3S,5S)-3-cyclopropyl-N-(2-fluoro-5-(5-fluoropyrimidin-2-yl)-4-(trifluoromethyl)phenyl)-1-(5-methyl-1,3,4-oxadiazol-2-yl)-6-azabicyclo[3.1.1]heptane-6-carboxamide C1(CC1)[C@@H]1C[C@]2(N([C@@H](C1)C2)C(=O)NC2=C(C=C(C(=C2)C2=NC=C(C=N2)F)C(F)(F)F)F)C=2OC(=NN2)C